COCC#CC1=CC=2C(=NC=C(C2)C(=O)NC=2C(=NC=C(C2)NC(CN2[C@H](CCC2)C)=O)C)N1 (S)-2-(3-methoxyprop-1-yn-1-yl)-N-(2-methyl-5-(2-(2-methylpyrrolidin-1-yl)acetamido)pyridin-3-yl)-1H-pyrrolo[2,3-b]pyridine-5-carboxamide